C(C1=CC=CC=C1)(=O)N1CCCC=2C=3N(C=CC12)N=CC3C3=CC=C(C(=O)OCC)C=C3 ethyl 4-(7-benzoyl-7,8,9,10-tetrahydropyrazolo[5,1-f][1,6]naphthyridin-1-yl)benzoate